2-(4-Diethylamino-2-hydroxybenzoyl)benzoic acid hexylester C(CCCCC)OC(C1=C(C=CC=C1)C(C1=C(C=C(C=C1)N(CC)CC)O)=O)=O